C1(CCC1)NCC1=CC=C2CN(C(C2=C1)=O)C1=NC(=CC(=C1)C1=C(C=C(C#N)C=C1)C1=NN=CN1C)C1CC1 4-(2-{6-[(Cyclobutylamino)methyl]-1-oxo-3H-isoindol-2-yl}-6-cyclopropylpyridin-4-yl)-3-(4-methyl-1,2,4-triazol-3-yl)benzonitrile